(S)-7-isopropoxy-4-((1-isopropylazetidin-3-yl)ethynyl)-1-((5-oxopyrrolidin-2-yl)methoxy)isoquinoline-6-carboxamide C(C)(C)OC1=C(C=C2C(=CN=C(C2=C1)OC[C@H]1NC(CC1)=O)C#CC1CN(C1)C(C)C)C(=O)N